oxetane-3-sulfonyl chloride O1CC(C1)S(=O)(=O)Cl